ClC1=CC=C(S1)COC1=C(C(=NN1C(C1=C(C=CC=C1)OC)=O)C1C(NCCC1C(F)(F)F)C(=O)O)C#N 3-{5-[(5-chlorothiophen-2-yl)methoxy]-4-cyano-1-(2-methoxybenzoyl)-1H-pyrazol-3-yl}-4-(trifluoromethyl)piperidine-2-carboxylic acid